C(C)(=O)O[C@@H](CCl)COC1=C(C=C(C=C1Cl)C(C)(C)C1=CC=C(C=C1)OC[C@@H](CN(C(C)=O)S(=O)(=O)C)O)Cl (R)-1-chloro-3-(2,6-dichloro-4-(2-(4-((R)-2-hydroxy-3-(N-(methylsulfonyl)acetamido)propoxy) phenyl)propan-2-yl)phenoxy)propan-2-yl acetate